CCCCC1CCNCC1 methyl(3-(piperidin-4-yl)propane)